C1(CC1)C=1SC(=CN1)C=1C=C(C=CC1)N(C(=O)[C@@H]1CC[C@H](CC1)O)C[C@@H]1CC[C@H](CC1)C1=NC(=C(C=C1)OC)C trans-N-(3-(2-Cyclopropylthiazol-5-yl)phenyl)-4-hydroxy-N-((trans-4-(5-methoxy-6-methylpyridin-2-yl)cyclohexyl)methyl)cyclohexanecarboxamide